4-(6-fluoro-2-pyridyl)morpholine FC1=CC=CC(=N1)N1CCOCC1